histidyl-β-alanine N[C@@H](CC1=CNC=N1)C(=O)NCCC(=O)O